N1=CC=CC=2C=C3C(CCCN3C21)=O 8,9-Dihydropyrido[3,2-b]indolizin-6(7H)-one